BrC=1C=C2C=CC(=NC2=CC1)C1=CC=C(OCCN2CCN(C(CC2)=O)C)C=C1 1-{2-[4-(6-bromoquinolin-2-yl)phenoxy]ethyl}-4-methyl-1,4-diazepan-5-one